ClC1=CN(C2=CC=CC=C12)C 3-chloro-1-methyl-1H-indol